N-[1-hydroxy-3-(pyrimidin-2-yl)prop-2-yl]-2-methyl-5-[(pyridin-2-yl)methoxy]pyrazolo[1,5-a]pyridine-3-carboxamide OCC(CC1=NC=CC=N1)NC(=O)C=1C(=NN2C1C=C(C=C2)OCC2=NC=CC=C2)C